COC1=CC=C(C=C1)N1C(=NOC1(C)C)C1[C@H]2CN(C[C@@H]12)C(=O)OC(C)(C)C tert-butyl (1R,5S,6r)-6-[4-(4-methoxyphenyl)-5,5-dimethyl-4,5-dihydro-1,2,4-oxadiazol-3-yl]-3-azabicyclo[3.1.0]hexane-3-carboxylat